S1C(C=CC=C1)S(=O)(=O)[O-] thiaininesulfonate